3-[(3-aminophenyl)sulfanyl]isonicotinonitrile NC=1C=C(C=CC1)SC1=C(C#N)C=CN=C1